1,1,2,2-tetrafluoro-5-((3-hydroxyadamantan-1-yl)methoxy)-5-oxopentane-1-sulfonate sodium salt [Na+].FC(C(CCC(=O)OCC12CC3(CC(CC(C1)C3)C2)O)(F)F)(S(=O)(=O)[O-])F